The molecule is a 1-acyl-sn-glycero 3-phospho-(1'-sn-glycerol) in which the acyl group is specified as 9Z-octadecenoyl. It is a conjugate acid of a 1-(9Z-octadecenoyl)-sn-glycero-3-phospho-(1'-sn-glycerol)(1-). CCCCCCCC/C=C\\CCCCCCCC(=O)OC[C@H](COP(=O)(O)OC[C@H](CO)O)O